1-(4-methoxyphenyl)-1,2-ethanediol COC1=CC=C(C=C1)C(CO)O